(3S,4R)-tert-butyl 4-(3-((4-amino-7-methyl-5-(1-methyl-1H-indazol-4-yl)-7H-pyrrolo[2,3-d]pyrimidin-6-yl)ethynyl)azetidin-1-yl)-3-hydroxypiperidine-1-carboxylate NC=1C2=C(N=CN1)N(C(=C2C2=C1C=NN(C1=CC=C2)C)C#CC2CN(C2)[C@H]2[C@H](CN(CC2)C(=O)OC(C)(C)C)O)C